C(C1=CC=CC=C1)C1(CC(=CC=C1)CC1=CC=CC=C1)O 1,3-dibenzyl-phenol